OCC(CO)=NO 1,3-dihydroxyacetone oxime